fmoctyrosine C(=O)(OCC1C2=CC=CC=C2C2=CC=CC=C12)N[C@@H](CC1=CC=C(C=C1)O)C(=O)O